C1(CC1)C=1C=C(C=CC1)C1=NC(=NC=C1F)NC1CCC(CC1)C(=O)N1CCC(CC1)CN1CCCCC1 1-((1-(4-((4-(3-cyclopropylphenyl)-5-fluoropyrimidin-2-yl)amino)cyclohexane-1-carbonyl)piperidin-4-yl)methyl)piperidin